COC1=C(C=CC(=C1)S(F)(F)(F)(F)F)C1=C(N=C(N=N1)N[C@H]1CN(CCC1)C)C (R)-6-(2-methoxy-4-(pentafluoro-λ6-sulfaneyl)phenyl)-5-methyl-N-(1-methylpiperidin-3-yl)-1,2,4-triazin-3-amine